COC=1C=NC=CC1C1=C(C=NC(=C1)C)C(=O)OC methyl 3'-methoxy-6-methyl-[4,4'-bipyridine]-3-carboxylate